tert-butyl 5-amino-5-oxo-4-(1-oxo-7-phenoxy-6-vinylisoindolin-2-yl)pentanoate NC(C(CCC(=O)OC(C)(C)C)N1C(C2=C(C(=CC=C2C1)C=C)OC1=CC=CC=C1)=O)=O